C1CCC1.[Ba] barium cyclobutane salt